5H-pyrido[1,2-h][1,7]naphthyridine-9-carboxylic acid N1=CC=CC=2CCN3C(C12)=CC=C(C3)C(=O)O